6-(4-(difluoromethoxy)phenyl)-2-((3-ethyl-1,2,4-oxadiazol-5-yl)methyl)pyridazin-3(2H)-one FC(OC1=CC=C(C=C1)C=1C=CC(N(N1)CC1=NC(=NO1)CC)=O)F